(2R,3R,4S,5S)-4-(aminomethyl)-4-(4-chloro-2-fluorophenyl)-1-ethyl-3-(2,3-dichlorophenyl)-5-neopentylpyrrolidine-2-carboxamide NC[C@]1([C@@H]([C@@H](N([C@H]1CC(C)(C)C)CC)C(=O)N)C1=C(C(=CC=C1)Cl)Cl)C1=C(C=C(C=C1)Cl)F